CC1(CC1)NS(=O)(=O)C=1C=C2C(NC(N(C2=CC1)CC#C[Si](C(C)C)(C(C)C)C(C)C)=O)=O N-(1-methylcyclopropyl)-2,4-dioxo-1-(3-(triisopropylsilyl)prop-2-yn-1-yl)-1,2,3,4-tetrahydroquinazoline-6-sulfonamide